[Mn].[Cr].[Sr].[La] Lanthanum Strontium Chromium Manganese